C(C)(C)OC(=O)C1=CC2=C(N=CN=C2N[C@H](C)C2=C(C(=CC=C2)C(F)F)F)OC1=O (R)-4-((1-(3-(difluoromethyl)-2-fluorophenyl)ethyl)amino)-7-oxo-7H-pyrano[2,3-d]pyrimidine-6-carboxylic acid isopropyl ester